2-(1H-pyrrol-1-yl)benzamide N1(C=CC=C1)C1=C(C(=O)N)C=CC=C1